FC1(CN(CC1)C1=NC=CC(=C1NC(=O)N1[C@@H](CCC1)COC)C1=C(C=CC=C1)F)F (2S)-N-[2-(3,3-difluoropyrrolidin-1-yl)-4-(2-fluorophenyl)-3-pyridyl]-2-(methoxymethyl)pyrrolidine-1-carboxamide